C[C@H](CBr)C(=C)I (R)-2-methyl-1-bromo-3-iodo-3-butene